1-(1H-imidazol-5-ylmethyl)-4-propylpiperidin-2-one N1C=NC=C1CN1C(CC(CC1)CCC)=O